4-(3,5-dichlorophenyl)-N-(4,4-dimethylcyclohexyl)-1H-pyrrole-2-carboxamide ClC=1C=C(C=C(C1)Cl)C=1C=C(NC1)C(=O)NC1CCC(CC1)(C)C